(E)-3-fluoro-2-((4-((((1r,4r)-4-methoxycyclohexyl)methyl)sulfonyl)phenoxy)methyl)prop-2-en-1-amine F/C=C(\CN)/COC1=CC=C(C=C1)S(=O)(=O)CC1CCC(CC1)OC